1-(2-chlorophenyl)-7-cyclopropyl-4-((2-(methylsulfonyl)ethyl)amino)-2-oxo-1,2-dihydroquinazoline-6-carbonitrile ClC1=C(C=CC=C1)N1C(N=C(C2=CC(=C(C=C12)C1CC1)C#N)NCCS(=O)(=O)C)=O